C(C)(C)(C)OC(=O)NC=1N(C(C(=CN1)C(=O)OCC)=O)C1=CC=C(C=C1)F ethyl 2-((tert-butoxycarbonyl) amino)-1-(4-fluorophenyl)-6-oxo-1,6-dihydropyrimidine-5-carboxylate